5-((3-(3-((4-Aminopiperidin-1-yl)sulfonyl)phenoxy)azetidin-1-yl)methyl)-2-(2,6-dioxopiperidin-3-yl)isoindoline-1,3-dione NC1CCN(CC1)S(=O)(=O)C=1C=C(OC2CN(C2)CC=2C=C3C(N(C(C3=CC2)=O)C2C(NC(CC2)=O)=O)=O)C=CC1